CS(=O)(=O)OC1N(CCCC1)C(=O)O ((methylsulfonyl)oxy)piperidine-1-carboxylic acid